(3R,5S)-1-(6-Chloropyridazin-3-yl)-5-methylpyrrolidin-3-ylcarbamic acid tert-butyl ester C(C)(C)(C)OC(N[C@H]1CN([C@H](C1)C)C=1N=NC(=CC1)Cl)=O